N-hexadecyl-2-(4-methoxyphenyl)-3,5,7-trimethoxyquinolin-4-one C(CCCCCCCCCCCCCCC)N1C(=C(C(C2=C(C=C(C=C12)OC)OC)=O)OC)C1=CC=C(C=C1)OC